hexadecatriene acetate C(C)(=O)O.C=CC=CC=CCCCCCCCCCC